CC=1C=CC=C2C=CC=C(C12)N1CC=2N=C(N=C(C2CC1)N1CC(NCC1)CC#N)OC[C@H]1N(CCC1)C 2-[4-[7-(8-methyl-1-naphthyl)-2-[[(2S)-1-methylpyrrolidin-2-yl]methoxy]-6,8-dihydro-5H-pyrido[3,4-d]pyrimidin-4-yl]piperazin-2-yl]acetonitrile